BrC1=C2CN(C(C2=CC(=C1C(=O)C1=C(C=CC(=C1)F)Cl)F)=O)C 4-bromo-5-[(2-chloro-5-fluorophenyl)carbonyl]-6-fluoro-2-methyl-2,3-dihydro-1H-isoindol-1-one